C(C)OC(=O)C=1N=CSC1CCCOC1=CC=CC=C1 5-(3-Phenoxypropyl)-1,3-thiazole-4-carboxylic acid ethyl ester